C(C)(C)(C)OC(=O)N(C(OC(C)(C)C)=O)C=1N=NC(=CC1)Cl tert-butyl (tert-butoxycarbonyl)(6-chloropyridazin-3-yl)carbamate